BrC1=CC(=C(C=C1)C(CNC(=O)C=1N=C(N=NC1OC1=CC(=CC=C1)C(F)(F)F)C)(F)F)Cl N-[2-(4-bromo-2-chlorophenyl)-2,2-difluoroethyl]-3-methyl-6-[3-(trifluoro-methyl)phenoxy]-1,2,4-triazine-5-carboxamide